thiodiethylene bis[3-(3,5-di(tert-butyl)-4-hydroxyphenyl) propionate] C(C)(C)(C)C=1C=C(C=C(C1O)C(C)(C)C)CCC(=O)OCCSCCOC(CCC1=CC(=C(C(=C1)C(C)(C)C)O)C(C)(C)C)=O